FC=1C=NC(=NC1)C1=C(C(=NC=C1)NC1=C(N=NC(=C1)NC=1N=NC(=CC1)OC)C(=O)NC([2H])([2H])[2H])OC [4-(5-fluoropyrimidin-2-yl)-3-methoxypyridin-2-yl]amino-6-[(6-methoxypyridazin-3-yl)amino]-N-(2H3)methylpyridazine-3-carboxamide